BrC=1C(=NC=2N(C1)C=C(N2)C(=O)N2CC(C1(CC2)NCC2=CC=CC=C2C1)O)OC (6-bromo-7-methoxyimidazo[1,2-a]pyrimidin-2-yl)(3'-hydroxy-2,4-dihydro-1H-spiro[isoquinoline-3,4'-piperidin]-1'-yl)methanone